[Cl-].OCCC[N+](O)(O)O hydroxypropyl-tri-hydroxyammonium chloride